NCCCN(CCCN)C1CCCCC1 N,N-bis(aminopropyl)cyclohexylamine